C(C)N1N=CC(=C1)CN1C(N(C=C1C)C1=C(C(=CC(=C1)OC1CCOCC1)C(F)(F)F)F)=O 3-[(1-ethyl-1H-pyrazol-4-yl)methyl]-1-{2-fluoro-5-[(oxan-4-yl)oxy]-3-(trifluoromethyl)phenyl}-4-methyl-1,3-dihydro-2H-imidazol-2-one